4-(4-(benzo[d]thiazol-2-ylcarbamoyl)benzyl)-N-(2-ethylphenyl)piperazine-1-carboxamide S1C(=NC2=C1C=CC=C2)NC(=O)C2=CC=C(CN1CCN(CC1)C(=O)NC1=C(C=CC=C1)CC)C=C2